3-aminobutan-1-ol NC(CCO)C